(±)-3-{4-[3-(4,5-dichloro-1-methyl-1H-indole-2-amido)oxetan-3-yl]phenyl}oxolane-3-carboxylic acid ClC1=C2C=C(N(C2=CC=C1Cl)C)C(=O)NC1(COC1)C1=CC=C(C=C1)[C@]1(COCC1)C(=O)O |r|